[C@@H](C)(CC)NCCC(=O)NC1=C(C2=C(CN(CC2)C(=O)OC(C)(C)C)S1)C=1SC2=C(N1)C=C(C=C2)C(F)(F)F tert-butyl (R)-2-(3-(sec-butylamino)propanamido)-3-(5-(trifluoromethyl)benzo[d]thiazol-2-yl)-4,7-dihydrothieno[2,3-c]pyridine-6(5H)-carboxylate